P(=O)(=O)C(C(C)O)O phosphopropylene glycol